5-(3-{2-fluoro-4-[5-(trifluoromethyl)-1,2,4-oxadiazol-3-yl]phenoxy}propyl)-N,N-dimethylisoxazole-3-carboxamide FC1=C(OCCCC2=CC(=NO2)C(=O)N(C)C)C=CC(=C1)C1=NOC(=N1)C(F)(F)F